C(N)(=O)C=1C=C(C=CC1)NC(C1=C(C=C(C=C1)Cl)OC1=C(C=C(C=C1)F)C)=O N-(3-carbamoylphenyl)-4-chloro-2-(4-fluoro-2-methylphenoxy)benzamide